tert-butyl N-[1-[[2-chloro-5-(1-isopropyl-6-oxo-3-pyridyl)phenyl]methyl]-2-oxo-2-[4-(1H-triazol-5-yl)anilino]ethyl]carbamate ClC1=C(C=C(C=C1)C1=CN(C(C=C1)=O)C(C)C)CC(C(NC1=CC=C(C=C1)C1=CN=NN1)=O)NC(OC(C)(C)C)=O